C(C)(C)(C)[C@@H]1CC=2C=C3C(=NC2CC1)SC(=N3)C(=O)N[C@H](CCN(C)C)C3=CC(=CC=C3)C(N)=O (7S)-7-tert-butyl-N-[(1R)-1-(3-carbamoylphenyl)-3-(dimethylamino)propyl]-5,6,7,8-tetrahydrothiazolo[5,4-b]quinoline-2-carboxamide